2-amino-1-(3-((3,5-dichlorophenyl)amino)-2-(3,4-difluorophenyl)-8,8-dimethyl-5,6-dihydroimidazo[1,2-a]pyrazin-7(8H)-yl)ethan-1-one NCC(=O)N1C(C=2N(CC1)C(=C(N2)C2=CC(=C(C=C2)F)F)NC2=CC(=CC(=C2)Cl)Cl)(C)C